diphosphoric acid dipropyl ester C(CC)OP(=O)(OCCC)OP(=O)(O)O